2-benzyl-2-azaspiro[3.3]heptan-6-yl 4-(3-cyano-5-fluorophenyl)piperazine-1-carboxylate C(#N)C=1C=C(C=C(C1)F)N1CCN(CC1)C(=O)OC1CC2(CN(C2)CC2=CC=CC=C2)C1